ClC=1C(=C(C=C(C1)F)NC(=S)C=1C(NCCC1NCC1=C(C=NC=C1)OCC1OCC1)=O)OC N-(3-chloro-5-fluoro-2-methoxyphenyl)-4-{[(3-{[oxetan-2-yl]methoxy}pyridin-4-yl)methyl]amino}-2-oxo-1,2,5,6-tetrahydropyridine-3-carbothioamide